thioglycol C(CS)O